C(C)C1=CC2=C(C3=CC=CC=C3C(=C2C=C1)OC(=O)OCCCCCCCCCCCC)OC(=O)OCCCCCCCCCCCC 2-ethyl-9,10-bis(n-dodecyloxycarbonyloxy)anthracene